COC1=C(C(=O)NC=2OC=C(N2)C2=CC=C(C=C2)C(F)(F)F)C(=CC=C1)OC 2,6-dimethoxy-N-(4-(4-(trifluoromethyl)phenyl)oxazol-2-yl)benzamide